C12(CC(C1)C2)N2[C@@H](C=1NC3=CC=CC=C3C1C[C@H]2C)C2=NC=C(C=C2)O[C@H]2CN(CC2)CCCF (1S,3R)-2-(bicyclo[1.1.1]pentan-1-yl)-1-(5-(((R)-1-(3-fluoropropyl)pyrrolidin-3-yl)oxy)pyridin-2-yl)-3-methyl-2,3,4,9-tetrahydro-1H-pyrido[3,4-b]indole